ClC=1C(=NC=CC1)N1N=C(CC1(O)C(Cl)(Cl)Cl)C 1-(3-Chloropyridin-2-yl)-3-methyl-5-(trichloromethyl)-4,5-dihydro-1H-pyrazol-5-ol